[B].[Rb].[Ba].Br[S] bromosulfur barium rubidium boron